C(C)(C)(C=1OC[C@H](N1)C1=CC=CC=C1)C=1OC[C@H](N1)C1=CC=CC=C1 (R,R)-(+)-2,2'-isopropylidenebis(4-phenyl-2-oxazoline)